BrC1=CC(=C(C(=C1)C)NC(=O)C1CC12CCCCC2)C N-(4-bromo-2,6-dimethylphenyl)spiro[2.5]Octane-1-carboxamide